CNC1=CC=C(C=N1)N1C(NC2=C1C=CC=C2)=O 1-(6-(methylamino)pyridin-3-yl)-1H-benzo[d]imidazol-2(3H)-one